C(CCCCCCCCCCCCC)(=O)N(C)CC(=O)O Myristoyl-Sarcosine